[Ru]=O.[Sm] Samarium ruthenium oxide